FC1=C(C(=C2C=NN(C2=C1)C1OCCCC1)B1OC(C(O1)(C)C)(C)C)C 6-fluoro-5-methyl-1-(oxan-2-yl)-4-(4,4,5,5-tetramethyl-1,3,2-dioxaborolan-2-yl)-1H-indazole